1-((1r,5s,6r)-6-(6-chloro-1H-indazol-4-yl)-6-hydroxy-3-azabicyclo[3.1.0]hexane-3-yl)ethanone ClC1=CC(=C2C=NNC2=C1)C1([C@@H]2CN(C[C@H]12)C(C)=O)O